[Si](C)(C)(C(C)(C)C)OC[C@H](C1=CC(=CC=C1)Cl)N1C(N2C(C1)=CC(=C2)C2=NC(=NC=C2Cl)NC2=CC=NN2C)=O (S)-2-(2-((tert-Butyldimethylsilyl)oxy)-1-(3-chlorophenyl)ethyl)-6-(5-chloro-2-((1-methyl-1H-pyrazol-5-yl)amino)pyrimidin-4-yl)-1H-pyrrolo[1,2-c]imidazol-3(2H)-one